OB1OC(C2=C1C=C(C=C2)OC)C(=O)O 1-hydroxy-6-methoxy-1,3-dihydrobenzo[c][1,2]Oxaborole-3-carboxylic acid